N-((5aR,5bS,7aS,10aS,10bR)-5a,7a-dimethyl-8-oxo-5,5a,5b,6,7,7a,8,9,10,10a,10b,11,12,12a-tetradecahydro-4H-cyclopenta[7,8]phenanthro[2,1-d]thiazol-2-yl)-N-(3-morpholinopropyl)acetamide C[C@@]12CCC=3N=C(SC3C2CC[C@H]2[C@H]3[C@](CC[C@H]12)(C(CC3)=O)C)N(C(C)=O)CCCN3CCOCC3